NC1=C(C=C(C=N1)C=1N=C(N(C1)C12CC(C1)(C2)F)C(O)C2CC2)C(F)(F)F (4-(6-amino-5-(trifluoromethyl)pyridin-3-yl)-1-(3-fluorobicyclo[1.1.1]pentan-1-yl)-1H-imidazol-2-yl)(cyclopropyl)methanol